(E)-4-(5-fluoro-2-methylphenyl)-2,7-dimethyloct-2,6-dienal FC=1C=CC(=C(C1)C(/C=C(/C=O)\C)CC=C(C)C)C